8-chloro-6-fluoro-7-(8-methyl-2,3-dihydro-1H-pyrido[2,3-b][1,4]oxazin-7-yl)-N~2~-(4-{[(propan-2-yl)sulfonyl]methyl}phenyl)quinazoline-2,5-diamine ClC1=C(C(=C(C=2C=NC(=NC12)NC1=CC=C(C=C1)CS(=O)(=O)C(C)C)N)F)C1=C(C2=C(OCCN2)N=C1)C